BrC1=C(C=C(C=C1F)S(=O)(=O)N(CC1=CC=C(C=C1)OC)CC1=CC=C(C=C1)OC)F 4-bromo-3,5-difluoro-N,N-bis(4-methoxybenzyl)benzenesulfonamide